N=1C=NN2C1C=CC(=C2)C=2C=CN1N=C(N=C(C12)OC([2H])([2H])[2H])NC1CCN(CC1)C(C)=O 1-(4-((5-([1,2,4]triazolo[1,5-a]pyridin-6-yl)-4-(methoxy-d3)pyrrolo[2,1-f][1,2,4]triazin-2-yl)amino)piperidin-1-yl)ethan-1-one